3-cyclopropyl-1-(2,2,2-trifluoroethyl)pyrazole-4-carboxylic acid C1(CC1)C1=NN(C=C1C(=O)O)CC(F)(F)F